N-(4-hydroxyphenyl)dodecanamide OC1=CC=C(C=C1)NC(CCCCCCCCCCC)=O